3-(4-(6-methoxypyridazin-3-yl)phenyl)-1-phenyl-1H-pyrazol-5(4H)-one COC1=CC=C(N=N1)C1=CC=C(C=C1)C1=NN(C(C1)=O)C1=CC=CC=C1